(R)-6'-(2-fluorophenyl)-1-methyl-4'-((1-(6-(trifluoromethyl)-1H-indazol-4-yl)ethyl)amino)-5',6'-dihydro-7'H-spiro[azetidine-3,8'-pyrido[4,3-d]pyrimidin]-7'-one FC1=C(C=CC=C1)N1CC2=C(N=CN=C2N[C@H](C)C2=C3C=NNC3=CC(=C2)C(F)(F)F)C2(C1=O)CN(C2)C